C(=O)(O)C=1C=C(C=CC1)OB(O)O 3-carboxyphenyl-boric acid